CCC1C(O1)C/C=C\\C/C=C\\C/C=C\\C/C=C\\C/C=C\\CCC(=O)O The molecule is an EpDPE obtained by formal epoxidation of the 19,20-double bond of docosa-4,7,10,13,16,19-hexaenoic acid. It has a role as a human xenobiotic metabolite. It derives from an all-cis-docosa-4,7,10,13,16,19-hexaenoic acid. It is a conjugate acid of a (4Z,7Z,10Z,13Z,16Z)-19,20-epoxydocosapentaenoate.